(R)-2-methoxyphenylacetyl chloride COC1=C(C=CC=C1)CC(=O)Cl